(3S,4R)-4-fluoro-1-[4-({8-[(2R,3S)-3-(methanesulfonyl-methyl)-2-methylazetidin-1-yl]-5-(propan-2-yl)isoquinolin-3-yl}amino)pyrimidin-2-yl]piperidin-3-ol F[C@H]1[C@H](CN(CC1)C1=NC=CC(=N1)NC=1N=CC2=C(C=CC(=C2C1)C(C)C)N1[C@@H]([C@H](C1)CS(=O)(=O)C)C)O